4-amino-N-(bicyclo[1.1.1]pentan-1-yl)-7-chloro-N-((5-(trifluoromethyl)-2-pyridinyl)methyl)-1,3-dihydrofuro[3,4-c]quinoline-8-carboxamide NC1=NC=2C=C(C(=CC2C2=C1COC2)C(=O)N(CC2=NC=C(C=C2)C(F)(F)F)C21CC(C2)C1)Cl